C(#N)CNC(=O)N1CCC(=CC1)C1=C2C(=NC(=C1)NC(=O)C1CC1)NC=C2 N-(cyanomethyl)-4-(6-(cyclopropanecarboxamido)-1H-pyrrolo[2,3-b]pyridin-4-yl)-3,6-dihydropyridine-1(2H)-carboxamide